2-(3-chloro-4-(9-((4-chloropyridin-2-yl)methyl)-6-(1-methylcyclopropoxy)-9H-purin-8-yl)phenoxy)-N-methylethan-1-amine ClC=1C=C(OCCNC)C=CC1C=1N(C2=NC=NC(=C2N1)OC1(CC1)C)CC1=NC=CC(=C1)Cl